2-amino-8-methoxy-N-[[6-[[(3S)-tetrahydrofuran-3-yl]oxymethyl]-2-pyridyl]methyl]quinazoline-4-carboxamide NC1=NC2=C(C=CC=C2C(=N1)C(=O)NCC1=NC(=CC=C1)CO[C@@H]1COCC1)OC